Cl.NC1CCC(CC1)CN1C(\C(\C2=CC(=C(C=C12)C(=O)NCC#CCC1=CC=CC=C1)F)=C/C=1NC(=CC1C)C)=O (Z)-1-(((1r,4r)-4-aminocyclohexyl)methyl)-3-((3,5-dimethyl-1H-pyrrol-2-yl)methylene)-5-fluoro-2-oxo-N-(4-phenylbut-2-yn-1-yl)indole-6-carboxamide hydrochloride